Cl.CN1CCN(CC1)C(CCC(=O)N1[C@H]2[C@H](N(CC1)C(=O)OC=1C3=C(C=4[C@@H](CNC4C1)CCl)C=CC=C3)CSSC2)=O (S)-1-(chloromethyl)-2,3-dihydro-1H-benzo[e]indole-5-yl (trans)-4-(4-(4-methylpiperazin-1-yl)-4-oxobutanoyl)hexahydro-[1,2]dithiino[4,5-b]pyrazine-1(2H)-carboxylate hydrochloride